BrC=1C=C(ON(C(NC(C(=O)OCC)(C)C)=O)CC)C=C(C1)C(F)(F)F ethyl 2-{3-[3-bromo-5-(trifluoromethyl) phenoxy]-3-ethylureido}-2-methylpropionate